2-methyl-5-oxopiperidine-1-carboxylate CC1N(CC(CC1)=O)C(=O)[O-]